ClC1=C(OCC2=NC=CC(=C2)C=C2CCN(CC2)C(=O)OC(C)(C)C)C=CC(=C1)Cl tert-Butyl 4-((2-((2,4-dichlorophenoxy)methyl)pyridin-4-yl)methylene)piperidine-1-carboxylate